(S)-4'-chloro-3'-methyl-spiro[cyclohexane-1,1'-inden]-3-one ClC1=C2C(=C[C@@]3(C2=CC=C1)CC(CCC3)=O)C